COC(=O)C1=C(C=2N=NC(=CC2S1)C1=C(C=C(C=C1)C=1C=NN(C1)C1OCCCC1)OCOC)O 7-hydroxy-3-[2-(methoxymethoxy)-4-(1-tetrahydropyran-2-ylpyrazol-4-yl)phenyl]thieno[3,2-c]pyridazine-6-carboxylic acid methyl ester